(S)-3-Amino-8-(hydroxymethyl)-5-methyl-2,3-dihydrobenzo[b][1,4]oxazepine N[C@H]1CN(C2=C(OC1)C=C(C=C2)CO)C